Methyl 3-(3-(4-((4-chlorophenoxy)methyl)phenoxy) azetidin-1-yl)-2-(1H-pyrrol-1-yl)benzoate ClC1=CC=C(OCC2=CC=C(OC3CN(C3)C=3C(=C(C(=O)OC)C=CC3)N3C=CC=C3)C=C2)C=C1